(±)-ethyl 1-[4-(3-cyanotetrahydrofuran-3-yl)phenyl]cyclopropanecarboxylate C(#N)[C@]1(COCC1)C1=CC=C(C=C1)C1(CC1)C(=O)OCC |r|